N1(C=NC=2C1=C1C(=NC2)NC=C1)C12CC(C1)(C2)C(CCOC)S(=O)(=O)N (3-(Imidazo[4,5-d]pyrrolo[2,3-b]pyridin-1(6H)-yl)bicyclo[1.1.1]pentan-1-yl)-3-methoxypropane-1-sulfonamide